(S)-4-(2-(2-(3-(2-hydroxypropylamino)-3-oxopropyl)-5-methyl-1,2,3,4-tetrahydroisoquinolin-7-yl)-5-tosyl-5H-pyrrolo[2,3-b]pyrazin-7-yl)-N,N,2-trimethylbenzamide O[C@H](CNC(CCN1CC2=CC(=CC(=C2CC1)C)C=1N=C2C(=NC1)N(C=C2C2=CC(=C(C(=O)N(C)C)C=C2)C)S(=O)(=O)C2=CC=C(C)C=C2)=O)C